C(C)(C)(C)OC(=O)NC=1C=CC2=C(NC(=N2)C(F)(F)F)C1C(=O)OC methyl 6-((tert-butoxycarbonyl) amino)-2-(trifluoromethyl)-1H-benzo[d]imidazole-7-carboxylate